C(C)N(C1=CC2=C(C=C1)C1(OC(C3=CC=CC=C13)=O)C1=C(N(N=C1N(C)C)C1=CC=CC=C1)O2)CC 7-(diethylamino)-3-(dimethylamino)-1-phenyl-spiro((1)benzopyrano(2,3-c)pyrazole-4(1H),1'(3'H)-isobenzofuran)-3'-one